2,4-diisopropyl-cinnamic acid methyl ester COC(C=CC1=C(C=C(C=C1)C(C)C)C(C)C)=O